OCC=1C=C(C=CC1)C(C(=O)N)C1=CC(=CC=C1)Cl (3-(hydroxymethyl)phenyl)-2-(3-chlorophenyl)acetamide